C(C)(C)(C)OC(=O)N1CCN(C2(CCC2)C1)C(=O)C1=CC=[N+](C=C1)[O-] 4-(8-(tert-butoxycarbonyl)-5,8-diazaspiro[3.5]nonane-5-carbonyl)pyridine 1-oxide